Cl.C[C@@H]1O[C@@H](CN(C1)C1=CC=CC(=N1)C=1N=C(SC1)NC(=O)[C@H]1NCCC1)C (S)-N-(4-(6-((2S,6R)-2,6-dimethylmorpholino)pyridin-2-yl)thiazol-2-yl)pyrrolidine-2-carboxamide hydrochloride